2-(2-METHYLPHENYL)-1H-INDOLE CC1=C(C=CC=C1)C=1NC2=CC=CC=C2C1